potassium 2-(((1r,4r)-4-(((3-fluorophenyl)(phenyl)carbamoyloxymethyl)methyl)cyclohexyl)methoxy)acetate FC=1C=C(C=CC1)[C@H](OC(NC1=CC=CC=C1)=O)CC1CCC(CC1)COCC(=O)[O-].[K+]